N-(2-(5-bromopyridin-2-yl)-5-methyloctahydrocyclopenta[c]pyrrol-5-yl)carboxamide BrC=1C=CC(=NC1)N1CC2C(C1)CC(C2)(C)NC=O